ClC1=CC=C(C=C1)C=1N=C2N(C=CC=N2)C1CN1CC2CCC(C1)N2C(=O)OC methyl 3-{[2-(4-chlorophenyl) imidazo[1,2-a]pyrimidin-3-yl] methyl}-3,8-diazabicyclo[3.2.1]octane-8-carboxylate